C(C(=C)C)(=O)NCCNC(=O)N N-(methacrylamido)ethylurea